[Cl-].C(CCCCCC)[N+]1=CC=C(C=C1)C 1-Heptyl-4-methylpyridinium chloride